(R)-3-((8-(4-(trifluoromethyl)phenyl)pyrido[3,4-b]pyrazin-5-yl)amino)tetrahydrothiophene 1,1-dioxide FC(C1=CC=C(C=C1)C1=CN=C(C2=NC=CN=C21)N[C@H]2CS(CC2)(=O)=O)(F)F